CC(C(=O)C(C)(C)C)(C)C Hexamethylacetone